tert-butyl (S)-3-(azidomethyl)piperidine-1-carboxylate N(=[N+]=[N-])C[C@@H]1CN(CCC1)C(=O)OC(C)(C)C